(1R,2S,5S)-3-(2-{[4-(benzyloxy)phenyl]formamido}acetyl)-N-[(4-carbamimidoyl-thiophen-2-yl)methyl]-1-methyl-3-azabicyclo[3.1.0]hexane-2-carboxamide C(C1=CC=CC=C1)OC1=CC=C(C=C1)C(=O)NCC(=O)N1[C@@H]([C@@]2(C[C@@H]2C1)C)C(=O)NCC=1SC=C(C1)C(N)=N